C(C)(C)(C)N1N=CC(=C1)C1=NC=CC(=C1)N 2-(1-(tert-Butyl)-1H-pyrazol-4-yl)pyridin-4-amine